C(C)(C)(C)N1N=C(C=C1C)NC1=CC(=C(C(=N1)C[C@@]1(C[C@H](N(CC1)C(=O)OC(C)(C)C)C)C(=O)OC(C)(C)C)F)C di-tert-butyl (2R,4R)-4-((6-((1-(tert-butyl)-5-methyl-1H-pyrazol-3-yl) amino)-3-fluoro-4-methylpyridin-2-yl) methyl)-2-methylpiperidine-1,4-dicarboxylate